ClC1=CC(=C(COC2=CC=CC(=N2)N2CCN(CC2)CC2=NC3=C(N2C[C@H]2OCC2)C=CC=C3)C=C1)F 2-[(4-{6-[(4-Chloro-2-fluorobenzyl)oxy]pyridin-2-yl}piperazin-1-yl)methyl]-1-[(2S)-oxetan-2-ylmethyl]-1H-benzimidazol